5-(3-fluorobenzyl)-N-(1-methyl-1H-pyrazol-3-yl)pyridineamide FC=1C=C(CC=2C=CC(=NC2)C(=O)NC2=NN(C=C2)C)C=CC1